β-fluoro-7-[5-(methyl-3-[(4,4,5,5,5-pentafluoropentyl)sulfanyl]propylamino)pentyl]estra-1,3,5(10)-trien-3,17b-diol FC(CC1[C@H]2[C@@H]3CC[C@@H]([C@@]3(C)CC[C@@H]2C=2C=CC(=CC2C1)O)O)CCCN(CCCSCCCC(C(F)(F)F)(F)F)C